1,3-bis(aminoethyl)-2-methylimidazolium bromide [Br-].NCCN1C(=[N+](C=C1)CCN)C